(S)-4-((4,11-diethyl-9-hydroxy-3,14-dioxo-3,4,12,14-tetrahydro-1H-pyrano[3',4':6,7]indolizino[1,2-b]quinolin-4-yl)oxy)-4-oxobutanoic acid C(C)[C@]1(C(OCC=2C(N3CC=4C(=NC=5C=CC(=CC5C4CC)O)C3=CC21)=O)=O)OC(CCC(=O)O)=O